3-[2-chloro-4-fluoro-5-(3-methylpyrazin-2-yl)phenyl]-5-methyl-4H-isoxazole-5-carboxylic acid ethyl ester C(C)OC(=O)C1(CC(=NO1)C1=C(C=C(C(=C1)C1=NC=CN=C1C)F)Cl)C